cis-6-chloro-4-((4-((4-fluoro-2-methoxyphenyl)(methyl)amino)cyclohexyl)(methyl)amino)-1-methyl-2-oxo-1,2-dihydro-1,5-naphthyridine-3-carbonitrile ClC=1N=C2C(=C(C(N(C2=CC1)C)=O)C#N)N(C)[C@@H]1CC[C@@H](CC1)N(C)C1=C(C=C(C=C1)F)OC